[As](Cl)(Cl)Cl.[Cu] copper arsenic chloride